(4R,5R)-3-(3,4-difluoro-2-methoxyphenyl)-4,5-dimethyl-5-(trifluoromethyl)oxazolidine-2-carboxylic acid FC=1C(=C(C=CC1F)N1C(O[C@]([C@H]1C)(C(F)(F)F)C)C(=O)O)OC